6-bromohexadecyl carbonate C(OCCCCCC(CCCCCCCCCC)Br)([O-])=O